isopropyl 2-((5-acrylamido-4-((2-(dimethylamino)ethyl)(methyl)amino)-2-methoxyphenyl)amino)-4-(5-chloro-3,3-dimethyl-2,3-dihydro-1H-pyrrolo[3,2-b]pyridin-1-yl)pyrimidine-5-carboxylate C(C=C)(=O)NC=1C(=CC(=C(C1)NC1=NC=C(C(=N1)N1CC(C2=NC(=CC=C21)Cl)(C)C)C(=O)OC(C)C)OC)N(C)CCN(C)C